Diethyl-2-fluoro-4-(4-pentylcyclohexyl)phenol C(C)C=1C(=C(C(=C(C1)O)F)CC)C1CCC(CC1)CCCCC